C1=CC=CC=2C3=CC=CC=C3C(C12)COC(NCC1=C(C(=CC(=C1)Cl)Cl)SC1=C(C=CC=C1)C=O)=O N-[[3,5-dichloro-2-(2-formylphenyl)sulfanyl-phenyl]methyl]carbamic acid 9H-fluoren-9-ylmethyl ester